8-oxooctadec-9-en-7-yl linoleate C(CCCCCCC\C=C/C\C=C/CCCCC)(=O)OC(CCCCCC)C(C=CCCCCCCCC)=O